cetyl-2-ethylhexanoic acid C(CCCCCCCCCCCCCCC)C(C(=O)O)(CCCC)CC